bromodimethyl-(prop-1-en-2-yl)silane Br[Si](C(=C)C)(C)C